2-[4-(fluoromethyl)-1-oxo-6-(trifluoromethyl)phthalazin-2-yl]-N-(5-fluoropyrimidin-2-yl)acetamide FCC1=NN(C(C2=CC=C(C=C12)C(F)(F)F)=O)CC(=O)NC1=NC=C(C=N1)F